1,3,5-tri(9-carbazolyl)benzene C1=CC=CC=2C3=CC=CC=C3N(C12)C1=CC(=CC(=C1)N1C2=CC=CC=C2C=2C=CC=CC12)N1C2=CC=CC=C2C=2C=CC=CC12